C(CCCCCCCC)OCN1N=NC2=C1C=CC=C2 1-(nonyloxy-methyl)benzotriazole